3-phenyl-6-(4-methylphenyl)pyridazine C1(=CC=CC=C1)C=1N=NC(=CC1)C1=CC=C(C=C1)C